1-Methyl-piperidine-4-carboxylic acid [(R)-7-(3,4-difluoro-benzyloxy)-2,3-dihydro-benzo[1,4]dioxin-2-ylmethyl]-amide FC=1C=C(COC=2C=CC3=C(O[C@@H](CO3)CNC(=O)C3CCN(CC3)C)C2)C=CC1F